N-[2-cyclopropyl-3-(2,4-difluorophenyl)-2-methyl-propyl]-1-methyl-5-oxo-4H-1,2,4-triazole-3-carboxamide C1(CC1)C(CNC(=O)C1=NN(C(N1)=O)C)(CC1=C(C=C(C=C1)F)F)C